1-ethyl azide C(C)N=[N+]=[N-]